C(C)(C)(C)OC(=O)N1CC(C1)(C)[C@@](C1=CC=C(C=C1)C(C)C)(O)C=1C=NC=C(C1)C(NC1CCCC1)=O 3-[(R)-(5-Cyclopentylcarbamoyl-pyridin-3-yl)-hydroxy-(4-isopropyl-phenyl)-methyl]-3-methyl-azetidine-1-carboxylic acid tert-butyl ester